CNCCC=CC=1C=NC=CC1 4-(methylamino)-1-(3-pyridyl)-1-butene